C(C)(C)OC1CN(C1)C(=O)NCC1=C(C=C(C=C1)C1=NC(=NC=C1)NC=1C=NN(C1)C(C(=O)NC)(C)C)C 3-isopropoxy-N-(2-methyl-4-(2-((1-(2-methyl-1-(methylamino)-1-oxopropan-2-yl)-1H-pyrazol-4-yl)amino)pyrimidin-4-yl)benzyl)azetidine-1-carboxamide